methoxymethyl 4-((4-hydroxy-2,6-dimethyl-3-propylbenzoyl)oxy)-2,3,5,6-tetramethylbenzoate OC1=C(C(=C(C(=O)OC2=C(C(=C(C(=O)OCOC)C(=C2C)C)C)C)C(=C1)C)C)CCC